(5R,6S)-5-hydroxy-6-((R)-5H-imidazo[5,1-a]isoindol-5-yl)-2-azaspiro[3.3]heptane-2-carboxylic acid tert-butyl ester C(C)(C)(C)OC(=O)N1CC2(C1)[C@@H]([C@@H](C2)[C@H]2N1C(C3=CC=CC=C23)=CN=C1)O